ClC1=C(C=NN1CC=1C(N(C=CC1)C)=O)C=1N(N=CC1)C 3-[[5-chloro-4-(2-methylpyrazol-3-yl)pyrazol-1-yl]methyl]-1-methyl-pyridin-2-one